P(=O)(O)(O)O.FC=1C=C(C=CC1C=1C=NC(=CC1)C=1N=NN(N1)C1CC1)N1C(O[C@H](C1)C(C)O)=O (R)-3-(3-fluoro-4-(6-(2-cyclopropyl-2H-tetrazol-5-yl)pyridin-3-yl)phenyl)-5-(1-hydroxyethyl)oxazolidin-2-one phosphate